O1COC2=C1C=CC(=C2)CCC(=O)NCC2=CC=C(C=C2)C2=CC=NC=C2 3-(benzo[d][1,3]dioxol-5-yl)-N-(4-(pyridin-4-yl)benzyl)propionamide